N-[4-[1-[2-(3-chlorophenyl)ethyl]pyrrolidin-3-yl]oxy-6-(2,6-dimethylphenyl)pyrimidin-2-yl]-1-methyl-pyrazole-4-sulfonamide ClC=1C=C(C=CC1)CCN1CC(CC1)OC1=NC(=NC(=C1)C1=C(C=CC=C1C)C)NS(=O)(=O)C=1C=NN(C1)C